4,4'-bipyridine-N,N'-dioxide [N+]1(=CC=C(C=C1)C1=CC=[N+](C=C1)[O-])[O-]